NC1=NC(=C(C=2N1N=C(N2)CC2=NC=CC=C2F)C=2C=CC(N(C2)C)=O)C=2C=C1C=CN(C1=CC2)C 5-(5-amino-2-((3-fluoropyridin-2-yl)methyl)-7-(1-methyl-1H-indol-5-yl)-[1,2,4]triazolo[1,5-c]pyrimidin-8-yl)-1-methylpyridin-2(1H)-one